1'-[2-(4-methanesulfonylphenoxy)ethyl]-1-(2-methoxyethyl)-2-oxo-1,2-dihydrospiro[indole-3,4'-piperidine]-5-carbonitrile CS(=O)(=O)C1=CC=C(OCCN2CCC3(CC2)C(N(C2=CC=C(C=C23)C#N)CCOC)=O)C=C1